methyl 2,5-bis[[4-[2-[6-(6-hydroxyhexoxy)-2-naphthyl]-ethynyl]benzoyl]oxy]benzoate OCCCCCCOC=1C=C2C=CC(=CC2=CC1)C#CC1=CC=C(C(=O)OC2=C(C(=O)OC)C=C(C=C2)OC(C2=CC=C(C=C2)C#CC2=CC3=CC=C(C=C3C=C2)OCCCCCCO)=O)C=C1